5-((2-amino-2-(fluoromethyl)-4-methylpentyl)oxy)-4-(difluoromethyl)-[2,4'-bipyridin] NC(COC=1C(=CC(=NC1)C1=CC=NC=C1)C(F)F)(CC(C)C)CF